CC(CC(C)(C)C)C1=C(C=CC=C1)NC(=O)C=1C(=NN(C1F)C)C N-(2-(1,3,3-trimeth-ylbutyl)phenyl)-1,3-dimethyl-5-fluoro-1H-pyrazole-4-carboxamide